ClC1=C(OC=2C=CC(=C(C2)S(=O)(=O)N)O)C(=CC(=C1)N1N=C(C(NC1=O)=O)C(F)F)Cl 5-(2,6-dichloro-4-(6-(difluoromethyl)-3,5-dioxo-4,5-dihydro-1,2,4-triazine-2(3H)-yl)phenoxy)-2-hydroxybenzenesulfonamide